O=C1NC(CCC1N1C(C2=CC=CC(=C2C1)C1=CC=CC(=N1)CC=1C(=NC=CC1)C(=O)N)=O)=O ((6-(2-(2,6-dioxopiperidin-3-yl)-1-oxoisoindolin-4-yl)pyridin-2-yl)methyl)picolinamide